2-[[5-[(3S,4S)-4-aminotetrahydrofuran-3-yl]oxy-2-pyridyl]amino]-6-(2,6-dichlorophenyl)-8-methyl-pyrido[2,3-d]pyrimidin-7-one N[C@@H]1[C@@H](COC1)OC=1C=CC(=NC1)NC=1N=CC2=C(N1)N(C(C(=C2)C2=C(C=CC=C2Cl)Cl)=O)C